N-(5-(N-(4-cyano-2,6-dimethylphenyl)sulfamoyl)-6-methoxypyridin-3-yl)-2-phenyloxazole-4-carboxamide C(#N)C1=CC(=C(C(=C1)C)NS(=O)(=O)C=1C=C(C=NC1OC)NC(=O)C=1N=C(OC1)C1=CC=CC=C1)C